tert-butyl (6S,7R)-7-((3-(2,6-bis(benzyloxy)pyridin-3-yl)-1-methyl-1H-indazol-6-yl)amino)-6-methyl-2-azaspiro[3.5]nonane-2-carboxylate C(C1=CC=CC=C1)OC1=NC(=CC=C1C1=NN(C2=CC(=CC=C12)N[C@H]1[C@H](CC2(CN(C2)C(=O)OC(C)(C)C)CC1)C)C)OCC1=CC=CC=C1